4,5-dimethyl-N-phenyl-1H-pyrrole-2-carboxamide CC=1C=C(NC1C)C(=O)NC1=CC=CC=C1